ClC1=C(C(=C(C=C1OC)OC)Cl)C1=CC=CC(=N1)SC 6-(2,6-dichloro-3,5-dimethoxy-phenyl)-2-methylsulfanyl-pyridine